CN(C1CCC(CC1)NC=1N=CC2=C(N1)N(C(C(=C2)C2=CC(=C(C(=C2)F)NS(=O)(=O)CCC)F)=O)C(C)C)C N-(4-(2-(((1r,4r)-4-(dimethylamino)cyclohexyl)amino)-8-isopropyl-7-oxo-7,8-dihydropyrido[2,3-d]pyrimidin-6-yl)2,6-difluorophenyl)propane-1-sulfonamide